(E)-3-(dipropylamino)-N-((1,2,3,5,6,7-hexahydro-s-indacen-4-yl)carbamoyl)prop-1-ene-1-sulphonamide C(CC)N(C/C=C/S(=O)(=O)NC(NC1=C2CCCC2=CC=2CCCC12)=O)CCC